2-(3,4-dichlorophenyl)-1-ethyl-6-[(6-fluoro-3-pyridyl)methoxy]-4-oxo-pyridine-3-carboxylic acid ClC=1C=C(C=CC1Cl)C=1N(C(=CC(C1C(=O)O)=O)OCC=1C=NC(=CC1)F)CC